N-(2-((2-(dimethylamino)ethyl)(methyl)amino)-5-((4-(7-fluoro-1H-indol-3-yl)-5-(trifluoromethyl)pyrimidin-2-yl)amino)phenyl)propionamide CN(CCN(C1=C(C=C(C=C1)NC1=NC=C(C(=N1)C1=CNC2=C(C=CC=C12)F)C(F)(F)F)NC(CC)=O)C)C